FC=1C(=NC=CC1)C=1C=C2C=CC(N(C2=CN1)CC(C(F)(F)F)(F)F)=O 6-(3-fluoro-2-pyridyl)-1-(2,2,3,3,3-pentafluoropropyl)-1,7-naphthyridin-2-one